1-(2-methoxyethyl)-7-(2-methyl-6-(4H-1,2,4-triazol-3-yl)pyridin-3-yl)-3,4-dihydropyrazino[2,3-b]Pyrazin-2(1H)-one COCCN1C(CNC=2C1=NC(=CN2)C=2C(=NC(=CC2)C2=NN=CN2)C)=O